(E)-N-(4-(2-(4,4-Difluorocyclohexyl)vinyl)-5-methoxypyrimidin-2-yl)acrylamide FC1(CCC(CC1)/C=C/C1=NC(=NC=C1OC)NC(C=C)=O)F